2-[(4-amino-2-nitrophenyl)amino]-benzoic acid NC1=CC(=C(C=C1)NC1=C(C(=O)O)C=CC=C1)[N+](=O)[O-]